C(#N)CC1CC(C1)(C(=O)NC=1C(=NC(=CC1)C)OC(F)F)C1=C(C=CC=C1)C(C)C 3-(cyanomethyl)-N-(2-(difluoromethoxy)-6-methylpyridin-3-yl)-1-(2-isopropylphenyl)cyclobutane-1-carboxamide